thioureidomolybdenum N(C(=S)N)[Mo]